OC1=C(C=C(C(=C1)O)C(C)C)C1=NN=C(N1C1=CC(=C(CN2CCN(CC2)CC2CCN(CC2)C(C)=O)C=C1)F)O 1-(4-((4-(4-(3-(2,4-dihydroxy-5-isopropylphenyl)-5-hydroxy-4H-1,2,4-triazol-4-yl)-2-fluorobenzyl)piperazin-1-yl)methyl)piperidin-1-yl)ethan-1-one